ClC1=CC=C(C2=C1C=C(O2)F)COC2=CC=CC(=N2)C2=CCC(CC2)CC=2N(C1=C(N2)SC(=C1)C(=O)O)CCOC 2-((4-(6-((4-chloro-2-fluorobenzofuran-7-yl)methoxy)pyridin-2-yl)cyclohex-3-en-1-yl)methyl)-1-(2-methoxyethyl)-1H-thieno[2,3-d]imidazole-5-carboxylic acid